F[P-](F)(F)(F)(F)F.CN1CN(C=C1)CC N-methyl-N'-ethylimidazole hexafluorophosphate